cis-N-(4-chloro-3-((1R,3S)-3-hydroxy-3-methylcyclopentyl)phenyl)-3-(trifluoromethyl)-6-azabicyclo[3.1.1]heptane-6-carboxamide ClC1=C(C=C(C=C1)NC(=O)N1C2CC(CC1C2)C(F)(F)F)[C@H]2C[C@@](CC2)(C)O